((4-fluoro-2-(5-hydroxypentyl)phenyl)amino)-5-(trifluoromethyl)-nicotinic acid methyl ester COC(C1=C(N=CC(=C1)C(F)(F)F)NC1=C(C=C(C=C1)F)CCCCCO)=O